FC(CC1=C(C=CC=C1N=C=S)F)F 2-(2,2-difluoroethyl)-1-fluoro-3-isothiocyanatobenzene